tert-butyl (3R,4R)-3,4-diacetamidopyrrolidine-1-carboxylate C(C)(=O)N[C@@H]1CN(C[C@H]1NC(C)=O)C(=O)OC(C)(C)C